CC=1C=NC=2C=C3C(=CC2N1)C=CC=C3 2-methylbenzo[g]quinoxaline